C([C@H](O)[C@@H](O)[C@H](O)[C@H](O)CO)=NN glucose hydrazone